ClC1=C(C=C(C=2CCOC21)C2(O[C@@H]([C@H]([C@@H]([C@H]2O[Si](C)(C)C)O[Si](C)(C)C)O[Si](C)(C)C)CO[Si](C)(C)C)O)CC2=CC=C(C=C2)C2CC2 (3R,4S,5R,6R)-2-(7-chloro-6-(4-cyclopropylbenzyl)-2,3-dihydrobenzofuran-4-yl)-3,4,5-tris(trimethylsiloxy)-6-((trimethylsiloxy)methyl)tetrahydro-2H-pyran-2-ol